CC1(OC[C@H](O1)C1=CC=C(C=N1)NC(=O)[C@H]1O[C@]([C@H]([C@H]1C1=C(C(=C(C=C1)F)C)OCC)C)(C(F)(F)F)C)C |o1:15,17,18,19| rel-(2s,3s,4s,5R)-N-(6-((R)-2,2-dimethyl-1,3-dioxolan-4-yl)pyridin-3-yl)-3-(2-ethoxy-4-fluoro-3-methylphenyl)-4,5-dimethyl-5-(trifluoromethyl)tetrahydrofuran-2-carboxamide